BrCCCCCOCCCCCBr 5-bromopentyl ether